1,2-dimethylimidazolium sulfate S(=O)(=O)([O-])[O-].CN1C(=[NH+]C=C1)C.CN1C(=[NH+]C=C1)C